N1=CN=CC2=C1OCCC2 6,7-DIHYDRO-PYRANO[2,3-D]PYRIMIDINE